1-[6-[6-(difluoromethoxy)-5-[(6-methylpyridazin-3-yl)amino]benzimidazol-1-yl]-3-(1-hydroxyethyl)-2-pyridinyl]-5-methyl-pyrazole-3-carbonitrile FC(OC=1C(=CC2=C(N(C=N2)C2=CC=C(C(=N2)N2N=C(C=C2C)C#N)C(C)O)C1)NC=1N=NC(=CC1)C)F